7-bromo-N-tert-butyl-N-methyl-1-(2-trimethylsilylethoxymethyl)indole-5-sulfonamide BrC=1C=C(C=C2C=CN(C12)COCC[Si](C)(C)C)S(=O)(=O)N(C)C(C)(C)C